C(C)(C)(C)OC(=O)N1CC2=C(N=C(N=C2)NCCC2=C(C=CC=C2)F)CC1 2-((2-Fluorophenyl-ethyl)amino)-7,8-dihydropyrido[4,3-d]pyrimidine-6(5H)-carboxylic acid tert-butyl ester